CC=1C=C(C=NC1C=1N=NN(C1)CC1OCCCC1)C#CCN1C(C2=CC=CC=C2C1=O)=O 2-(3-(5-methyl-6-(1-((tetrahydro-2H-pyran-2-yl)methyl)-1H-1,2,3-triazol-4-yl)pyridin-3-yl)prop-2-yn-1-yl)isoindoline-1,3-dione